3-((isoquinoline-1-carboxamido)methyl)-5-(2-methylbenzyl)-4,5-dihydroisoxazole C1(=NC=CC2=CC=CC=C12)C(=O)NCC1=NOC(C1)CC1=C(C=CC=C1)C